enanthic phenylhydrazide C1(=CC=CC=C1)N(N)C(CCCCCC)=O